(5-bromo-6-methoxy-indazol-2-yl)cyclobutanecarboxylic acid methyl ester COC(=O)C1(CCC1)N1N=C2C=C(C(=CC2=C1)Br)OC